N1N=CC(=C1)C(=O)N 1H-pyrazol-4-carboxamid